FC(C1=CC=C(C=N1)C(=O)N(C)OC)F 6-(difluoromethyl)-N-methoxy-N-methylpyridine-3-carboxamide